C(C)(C)OCCOCCN 2-(2-isopropoxyethoxy)ethylamine